N-(2-iodo-4-methoxyphenyl)-N-methyl-2-(2-(phenylethynyl)phenyl)acrylamide IC1=C(C=CC(=C1)OC)N(C(C(=C)C1=C(C=CC=C1)C#CC1=CC=CC=C1)=O)C